2-((4-(2-hydroxyethoxy)phenyl)amino)quinazolin OCCOC1=CC=C(C=C1)NC1=NC2=CC=CC=C2C=N1